2-methyl-2-(phenylseleno)propionamide CC(C(=O)N)(C)[Se]C1=CC=CC=C1